(2R)-N-[4-[1-(Benzenesulfonyl)pyrrolo[2,3-b]pyridin-4-yl]phenyl]-2-(2-methoxyethylamino)-4-methyl-pentanamide C1(=CC=CC=C1)S(=O)(=O)N1C=CC=2C1=NC=CC2C2=CC=C(C=C2)NC([C@@H](CC(C)C)NCCOC)=O